4-methyl-1-piperazinepropylamine CN1CCN(CC1)CCCN